Cl.N(N)C(=O)C=1C=C(OCC=2C=C(C=CC2)C[C@H](C(=O)O)[C@@H]2CNCC2)C=CC1 (2S)-3-(3-{[3-(hydrazinocarbonyl)phenoxy]methyl}phenyl)-2-[(3R)-pyrrolidin-3-yl]propanoic acid hydrochloride